methyl 3-((tert-butyldimethylsilyl)oxy)-1-methyl-1H-pyrazole-5-carboxylate [Si](C)(C)(C(C)(C)C)OC1=NN(C(=C1)C(=O)OC)C